O1CCC(CC1)[C@@]1(NC(NC1=O)=O)CNC(OC(C)(C)C)=O |r| rac-tert-Butyl {[4-(oxan-4-yl)-2,5-dioxoimidazolidin-4-yl]methyl}carbamate